CC([C@@H](C(=O)OC(C)(C)C)NC(=O)C1=NC=CC=C1)(C)C tert-butyl (2S)-3,3-dimethyl-2-(pyridin-2-ylformamido)butanoate